2-(4-(((1s,3s)-3-hydroxycyclohexyl)amino)phthalazin-1-yl)-5-(trifluoromethyl)phenol O[C@@H]1C[C@H](CCC1)NC1=NN=C(C2=CC=CC=C12)C1=C(C=C(C=C1)C(F)(F)F)O